N7-methyl-N5-((1S,2S)-2-methylcyclopropyl)-3-(tetrahydro-2H-pyran-4-yl)-2,3-dihydrobenzofuran-5,7-dicarboxamide CNC(=O)C1=CC(=CC=2C(COC21)C2CCOCC2)C(=O)N[C@@H]2[C@H](C2)C